8'-Methyl-2'-[(5-methylpyridin-2-yl)methyl]-N-[(2S)-tetrahydrofuran-2-ylmethyl]-2',5'-dihydrospiro[cyclobutan-1,4'-furo[2,3-g]indazol]-7'-carboxamide CC1=C(OC=2CC3(C4=CN(N=C4C21)CC2=NC=C(C=C2)C)CCC3)C(=O)NC[C@H]3OCCC3